4-((3-Bromo-4-methoxypyrazolo[1,5-a]pyridin-5-yl)amino)-6-(cyclopropanecarboxamido)-N-(methyl-d3)nicotinamide BrC=1C=NN2C1C(=C(C=C2)NC2=CC(=NC=C2C(=O)NC([2H])([2H])[2H])NC(=O)C2CC2)OC